C(#N)C1=CC=C(C=C1)C1N(CCC(C1)=O)C(=O)OCC1=CC=CC=C1 benzyl 2-(4-cyanophenyl)-4-oxopiperidine-1-carboxylate